[5-ethoxy-4-iodo-2-[(1-tetrahydropyran-2-yloxycyclopropyl)methyl]pyrazol-3-yl]methanol Tert-butyl-N-(5-bromo-4-cyclopropyl-6-methoxy-pyrimidin-2-yl)-N-tert-butoxycarbonyl-carbamate C(C)(C)(C)CC(C)(C)OC(=O)N(C(=O)OCC=1N(N=C(C1I)OCC)CC1(CC1)OC1OCCCC1)C1=NC(=C(C(=N1)C1CC1)Br)OC